N1(CCCC1)CC1=NC(=CC=C1)C=C 2-(pyrrolidin-1-ylmethyl)-6-vinylpyridine